(P)-1-(4-bromo-2-methoxy-5-methylphenyl)-N-(isoxazol-3-yl)-N-(4-methoxybenzyl)-2-oxo-1,2-dihydroquinoline-6-sulphonamide BrC1=CC(=C(C=C1C)N1C(C=CC2=CC(=CC=C12)S(=O)(=O)N(CC1=CC=C(C=C1)OC)C1=NOC=C1)=O)OC